2-mesityl-6,7-dihydro-5H-pyrrolo[2,1-c][1,2,4]triazol-2-ium tetrafluoroborate F[B-](F)(F)F.C1(=C(C(=CC(=C1)C)C)[N+]=1N=C2N(C1)CCC2)C